N,N-dipropyloxy-p-toluidine C(CC)ON(C1=CC=C(C=C1)C)OCCC